C(C)S(=O)(=O)C1=C(C=CC=C1)S(=O)(=O)NO 2-(ethylsulfonyl)-N-hydroxybenzene-1-sulfonamide